α-(1,3-dioxolan-2-yl-methoximino)-phenylacetonitrile O1C(OCC1)CON=C(C#N)C1=CC=CC=C1